C(#N)CCS(=O)(=O)NC1=CC(=CC=C1)C1=CSC2=C1N=C(N=C2)NC2=CC=C(C=C2)N2CCOCC2 (cyanomethyl)-N-(3-(2-(4-morpholinophenylamino)thieno[3,2-d]pyrimidin-7-yl)phenyl)methanesulfonamide